3,4-difluorobenzene-1-sulfonyl chloride FC=1C=C(C=CC1F)S(=O)(=O)Cl